p-pyrrolyl-aniline N1C(=CC=C1)C1=CC=C(N)C=C1